C(C1CO1)OC(CCCCCCC(C)(C)C)=O neoundecanoic acid glycidyl ester